COC1=CC(=C(C=C1OC)O)C=1N=NC(=CC1)N(C1CC(NC(C1)(C)C)(C)C)C 4,5-dimethoxy-2-{6-[methyl-(2,2,6,6-tetramethyl-piperidin-4-yl)-amino]-pyridazin-3-yl}-phenol